C(C)(C)(C)OC(N[C@H]1CN(C[C@H]1C)C1=C2C=NN(C2=CC=C1N)C)=O N-[(3R,4R)-1-(5-amino-1-methyl-indazol-4-yl)-4-methyl-pyrrolidin-3-yl]carbamic acid tert-butyl ester